C(=O)(O)CCCOC=1C=C(C=C(C1)OCCCC(=O)O)N1C=2C=CC1=CC=1C=CC(=CC3=CC=C(N3C3=CC(=CC(=C3)OCCCC(=O)O)OCCCC(=O)O)C=C3C4=C(C(C2)=N3)C3=CC=CC=C3C=C4)N1 bis[3,5-bis(carboxypropoxy)phenyl]naphthoporphine